C(C)(C)[SiH](O[Si](C)(C)O[SiH](C)C)O[Si](C)(C)C isopropyl-(trimethylsilyloxy)[(dimethylsiloxy)dimethylsiloxy]silane